7-ethyl-2-oxo-8-(thiophen-3-ylcarbamoyl)-1,2-dihydroquinoline-3-carboxylic acid C(C)C1=CC=C2C=C(C(NC2=C1C(NC1=CSC=C1)=O)=O)C(=O)O